C(C=C)N1N(C2=CC(=CC=C2C1=O)NC1=NC=C(C(=N1)N[C@H](CO)C1=CC=CC=C1)C1=NC(=NO1)C12CCN(CC1)CC2)C(C)C (S)-2-allyl-6-((4-((2-hydroxy-1-phenylethyl)amino)-5-(3-(quinuclidin-4-yl)-1,2,4-oxadiazol-5-yl)pyrimidin-2-yl)amino)-1-isopropyl-1,2-dihydro-3H-indazol-3-one